COC([C@](CC1=CC=C(C=C1)OP(=O)(O)O)(NC(=O)C=1N=NN(C1)[C@@H](C(=O)OC)CC1=CNC2=CC=CC=C12)C)=O methyl(methyl (S)-2-(1-((R)-3-(1H-indol-3-yl)-1-methoxy-1-oxopropan-2-yl)-1H-1,2,3-triazole-4-carboxamido)-3-(4-(phosphonooxy)phenyl)propanoate)